(2-aminophenyl)boronic acid NC1=C(C=CC=C1)B(O)O